Tert-butyl 2-(1-piperidyl)acetate N1(CCCCC1)CC(=O)OC(C)(C)C